(E)-8-((3-(4-fluorophenyl)acryloyl)oxy)naphthalen-1-yl benzoate C(C1=CC=CC=C1)(=O)OC1=CC=CC2=CC=CC(=C12)OC(\C=C\C1=CC=C(C=C1)F)=O